ClC=1C(=C(C(=CC1)C(F)(F)F)CNS(=O)C(C)(C)C)SC1=NC=CC=C1CO N-[[3-chloro-2-[[3-(hydroxymethyl)-2-pyridinyl]sulfanyl]-6-(trifluoromethyl)phenyl]methyl]-2-methyl-propane-2-sulfinamide